O1C(=CC=C1)CC1(NC2CC(CC(C2C(C1C(=O)[O-])C1=CC(=CC=C1)O)=O)C1=C(C=CC=C1)OC)C tetrahydro-2-furanylmethyl-4-(3-hydroxyphenyl)-7-(2-methoxyphenyl)-2-methyl-5-oxo-1,4,5,6,7,8-hexahydro-3-quinolinecarboxylate